BrC=1C=NC(=C2C=CC=NC12)C[C@@H](C(=O)OC)NC(=O)OC(C)(C)C methyl (S)-3-(8-bromo-1,6-naphthyridin-5-yl)-2-((tert-butoxycarbonyl)amino)propanoate